CO[C@H]1CNCC[C@H]1NC1=CC=CC(=N1)S(=O)(=O)NC1=NC(=C(C=C1)C(F)(F)F)C1=C(C=CC=C1)C 6-(((3S,4R)-3-methoxypiperidin-4-yl)amino)-N-(6-(o-tolyl)-5-(trifluoromethyl)pyridin-2-yl)pyridine-2-sulfonamide